4-Ethylbenzene Diisocyanate [N-]=C=O.[N-]=C=O.C(C)C1=CC=CC=C1